C(CCCCCCCCCCCCCCC)OC[C@@H](OCCCC\C=C/C\C=C/C\C=C/C\C=C/CCCCC)CO 1-O-Hexadecyl-2-O-arachidonyl-sn-glycerol